8-(trifluoromethyl)-4H-[1,2,4]triazolo[4,3-a][1]benzazepin-5(6H)-one FC(C=1C=CC2=C(CC(CC=3N2C=NN3)=O)C1)(F)F